(S)- and (R)-N-(2-chloro-4-(1-methyl-1H-pyrazol-4-yl)phenyl)-2-((4-cyano-phenethyl)amino)-2-phenylacetamide ClC1=C(C=CC(=C1)C=1C=NN(C1)C)NC([C@H](C1=CC=CC=C1)NCCC1=CC=C(C=C1)C#N)=O |r|